O=C1NC2=C(N1)C=CC(=C2)CCN2COCC2=O 3-(2-(2-oxo-2,3-dihydro-1H-benzo[d]imidazol-5-yl)ethyl)oxazolidin-4-one